1-PHENYL-2-ETHANOL C1(=CC=CC=C1)CCO